(S)-tert-butyl 2-formylpyrrolidine-1-carboxylate C(=O)[C@H]1N(CCC1)C(=O)OC(C)(C)C